β-citronellal CC(C)=CCCC(C)CC=O